C(CC)(=O)OCCOC(CC)=O ethylene glycol (dipropionyl) ether